FC(\C(\C(\C(=O)OCC)=N/O)=N\O)(F)F ethyl (2E,3E)-4,4,4-trifluoro-2,3-bis(hydroxyimino)butanoate